C(C)(=O)O[C@H]1[C@H](N(C[C@@H]1OC(=O)OC(C)(C)C)C(=O)OC(C)(C)C)CC1=CC=C(C=C1)OC(F)(F)F tert-butyl (2R,3S,4S)-3-(acetyloxy)-4-[(tert-butoxycarbonyl)oxy]-2-{[4-(trifluoromethoxy)phenyl]methyl}pyrrolidine-1-carboxylate